Methylstearat COC(CCCCCCCCCCCCCCCCC)=O